N-allyl-2,6-dihydroxy-N,5'-dimethyl-4-pentyl-2'-(prop-1-en-2-yl)-[1,1'-biphenyl]-3-carboxamide C(C=C)N(C(=O)C=1C(=C(C(=CC1CCCCC)O)C1=C(C=CC(=C1)C)C(=C)C)O)C